7,9-Dimethyl-3H-pyrido[3',2':4,5]thieno[3,2-d]pyrimidin-4-one CC=1C=C(C2=C(SC3=C2N=CNC3=O)N1)C